6-amino-9-((6-(4-(2-aminoethyl)piperidin-1-yl)pyridin-3-yl)methyl)-2-butoxy-7H-purin-8(9H)-one NC1=C2NC(N(C2=NC(=N1)OCCCC)CC=1C=NC(=CC1)N1CCC(CC1)CCN)=O